ClC=1C=C2[C@](CCOC2=C(C1)CCC(=O)O)(C)C=1N=C(NC1)C1=C(C=CC(=C1)OC=1C(=C2C=CNC2=C(C1F)F)[S@@](=O)C)F 3-[(4R)-6-chloro-4-[2-[5-[[6,7-difluoro-4-[(S)-methylsulfinyl]-1H-indol-5-yl]oxy]-2-fluoro-phenyl]-1H-imidazol-4-yl]-4-methyl-chroman-8-yl]propanoic acid